2,4,6-tris(4-hydroxyphenylmethyl)1,3-benzenediol OC1=CC=C(C=C1)CC1=C(C(=CC(=C1O)CC1=CC=C(C=C1)O)CC1=CC=C(C=C1)O)O